NC(C(=O)O)C(=O)O 2-amino-propanedioic acid